C1(CCC1)[C@H]1OCC2=CC(=CC=C2[C@H]1C1=CC=C(C=C1)N1CCC(CC1)C(OC)OC)O (3R,4R)-3-cyclobutyl-4-(4-(4-(dimethoxymethyl)piperidin-1-yl)phenyl)isochroman-7-ol